N-(2-(cyclopentyloxy)ethyl)-2-((3-(2,6-dioxopiperidin-3-yl)-1-methyl-1H-indazol-6-yl)oxy)acetamide C1(CCCC1)OCCNC(COC1=CC=C2C(=NN(C2=C1)C)C1C(NC(CC1)=O)=O)=O